C(C)CC1=NC=C(C(=C1O)CN)CO Ethylpyridoxamine